N1(C=NC2=C1C=CC=C2)C(C(=O)O)C 2-(1H-benzo[d]imidazol-1-yl)propionic acid